6-(3-fluorophenyl)picolinic acid-d tetrahexyl-2-methyl-1-hexanoate C(CCCCC)C(C(C(C(=O)O)(C)CCCCCC)(CCCCCC)CCCCCC)CC.FC=1C=C(C=CC1)C1=CC=CC(=N1)C(=O)O[2H]